NC1=C(C(=O)N[C@H]2CCC3=CC(=CC=C23)N2C(=NC=3C2=NC(=CC3)N3N=CC=C3)C=3C(=NC=CC3)N)C=C(C(=C1)OCC1=CC=CC=C1)C=O 2-amino-N-[(1S)-5-[2-(2-aminopyridin-3-yl)-5-(pyrazol-1-yl)imidazo[4,5-b]pyridin-3-yl]-2,3-dihydro-1H-inden-1-yl]-4-(benzyloxy)-5-formylbenzamide